C1(=CC=CC=C1)C(C=O)C(CC1=CC=CC=C1)=O 2,4-DIPHENYL-3-OXOBUTYRALDEHYDE